4-[[3-[4-[2-[4-[[1-[2,6-difluoro-4-(2-pyridyl)benzoyl]-4-piperidyl]methyl]piperazin-1-yl]acetyl]piperazine-1-carbonyl]-4-fluoro-phenyl]methyl]-2H-phthalazin-1-one FC1=C(C(=O)N2CCC(CC2)CN2CCN(CC2)CC(=O)N2CCN(CC2)C(=O)C=2C=C(C=CC2F)CC2=NNC(C3=CC=CC=C23)=O)C(=CC(=C1)C1=NC=CC=C1)F